(3R,5R)-7-[2-(4-fluorophenyl)-3-phenyl-4-(phenylcarbamoyl)-5-(propan-2-yl)-1H-pyrrol-1-yl]-3,5-dihydroxyheptanoic acid FC1=CC=C(C=C1)C=1N(C(=C(C1C1=CC=CC=C1)C(NC1=CC=CC=C1)=O)C(C)C)CC[C@H](C[C@H](CC(=O)O)O)O